C(C(C)C)(=O)OC[C@H]1O[C@@]([C@@H]([C@@H]1OC(CC1CCCCC1)=O)O)(C#N)C1=CC=C2C(=NC=NN21)N ((2R,3S,4R,5R)-5-(4-aminopyrrolo[2,1-f][1,2,4]triazin-7-yl)-5-cyano-3-(2-cyclohexylacetoxy)-4-hydroxytetrahydrofuran-2-yl)methyl isobutyrate